The molecule is a 1-(Z)-alk-1-enyl-2-acyl-sn-glycero-3-phosphoethanolamine zwitterion in which the alk-1-enyl and acyl groups are specified as (1Z)-octadecenyl and (4Z,7Z,10Z,13Z,16Z,19Z)-docosahexaenoyl respectively. It is a 1-(Z)-alk-1-enyl-2-acyl-sn-glycero-3-phosphoethanolamine zwitterion and a 1-O-(1Z-octadecenyl)-2-acyl-sn-glycero-3-phosphoethanolamine zwitterion. It is a tautomer of a 1-(1Z-octadecenyl)-2-(4Z,7Z,10Z,13Z,16Z,19Z-docosahexaenoyl)-sn-glycero-3-phosphoethanolamine. CCCCCCCCCCCCCCCC/C=C\\OC[C@H](COP(=O)([O-])OCC[NH3+])OC(=O)CC/C=C\\C/C=C\\C/C=C\\C/C=C\\C/C=C\\C/C=C\\CC